C1(CC1)N(C(=O)C=1C=CC2=C(OCC(N2)=O)C1)CC1=CC=C(C=C1)C(NC1NCC(CC1)N1CCN(CC1)C=1C=C2C(N(C(C2=CC1)=O)C1C(NC(CC1)=O)=O)=O)=O N-cyclopropyl-N-(4-((5-(4-(2-(2,6-dioxopiperidin-3-yl)-1,3-dioxoisoindolin-5-yl)piperazin-1-yl)piperidin-2-yl)carbamoyl)benzyl)-3-oxo-3,4-dihydro-2H-benzo[b][1,4]-oxazine-7-carboxamide